FC(C=1C=C(CN(C2=NC=C(C=N2)OCCCC(=O)O)[C@H]2C[C@H](N(C3=CC=C(C=C23)C(F)(F)F)C(=O)OCC)CC)C=C(C1)C(F)(F)F)(F)F 4-[(2-{[3,5-bis(trifluoromethyl)benzyl][(2R,4S)-1-(ethoxycarbonyl)-2-ethyl-6-(trifluoromethyl)-1,2,3,4-tetrahydroquinolin-4-yl]amino}pyrimidin-5-yl)oxy]butanoic acid